C(C)N(S(=O)(=O)C1=CC=2N(C=C1)N=NN2)[C@@H](C(F)(F)F)C2=CC=C(C=C2)F (R)-N-ethyl-N-(2,2,2-trifluoro-1-(4-fluorophenyl)ethyl)tetrazolo[1,5-a]pyridine-7-sulfonamide